ClC=1C(=NC(=NC1)NC1=CC(=C(C=C1)N(C)CCN(C)C)[N+](=O)[O-])C1=CN(C2=C(C=CC=C12)OC)C N4-(5-chloro-4-(7-methoxy-1-methyl-1H-indol-3-yl)pyrimidin-2-yl)-N1-(2-(dimethylamino)ethyl)-N1-methyl-2-nitrobenzene-1,4-diamine